C(C)(C)N([C@@H](C)C(=O)[O-])[P@@](=O)(OCC)SCCN(C(=N)NC(N)=N)C Isopropyl((R)-((2-(3-carbamimidoyl-1-methylguanidino) ethyl)thio) (ethoxy) phosphoryl)-L-alaninate